methyl 4-(((2R,3S,4S,5S,6R)-3,4,5-trihydroxy-6-((oxetan-3-ylamino)methyl)tetrahydro-2H-pyran-2-yl)oxy)benzoate O[C@@H]1[C@H](O[C@@H]([C@H]([C@@H]1O)O)CNC1COC1)OC1=CC=C(C(=O)OC)C=C1